ClC1=C(CNC(=O)[C@]2(C=3C=CC=NC3C(CC2)S(=O)(=O)CCO)F)C=CC(=C1)Cl (5S)-N-(2,4-dichlorobenzyl)-5-fluoro-8-((2-hydroxyethyl)sulfonyl)-5,6,7,8-tetrahydro-quinoline-5-carboxamide